aluminum lithium borohydride [BH4-].[Li+].[Al+3].[BH4-].[BH4-].[BH4-]